FC[C@@]1(COC[C@H](O1)COC1=CC=C(C=C1)C=1C=C(C(NC1C(F)(F)F)=O)C(=O)N)COC 5-(4-(((2S,6S)-6-(fluoromethyl)-6-(methoxymethyl)-1,4-dioxan-2-yl)methoxy)phenyl)-2-oxo-6-(trifluoromethyl)-1,2-dihydropyridine-3-carboxamide